COC1=C2CCC=CC2=CC=C1 5-methoxy-3,4-dihydronaphthalen